BrC1=CC(=C(CNC(C)C)C=C1)F N-(4-bromo-2-fluorobenzyl)propan-2-amine